2-(1-(phenylsulfonyl)indolin-5-yl)cyclopropylamine C1(=CC=CC=C1)S(=O)(=O)N1CCC2=CC(=CC=C12)C1C(C1)N